IC(C(C)C)C(C)C 3-iodo-2,4-dimethylpentane